COC([C@H](CC(=O)O)C)=O (S)-4-methoxy-3-methyl-4-oxobutanoic acid